CN1N=CC(=C1)C=1C=CC=2N(C1)N=CC2N2CCN(CC2)C2=NC=C(C=N2)[Mg]I (2-(4-(6-(1-methyl-1H-pyrazol-4-yl)pyrazolo[1,5-a]pyridin-3-yl)piperazin-1-yl)pyrimidin-5-yl)magnesium iodide